FC=1C=C2C(=C(C(=NC2=CC1)C)CC=O)C 6-fluoro-2,4-dimethyl-3-quinolineethanone